C1=CC=C2C=CC(=CC=C12)C(=O)N AZULENE-6-CARBOXAMIDE